4-(2-(8-methoxy-2-methyl-1,2,3,4-tetrahydroisoquinolin-6-yl)-5-tosyl-5H-pyrrolo[2,3-b]pyrazin-7-yl)-N,N-dimethylbenzamide COC=1C=C(C=C2CCN(CC12)C)C=1N=C2C(=NC1)N(C=C2C2=CC=C(C(=O)N(C)C)C=C2)S(=O)(=O)C2=CC=C(C)C=C2